2-([diphenylmethylene]amino)-3-(p-tolyl)propionic acid tert-butyl ester C(C)(C)(C)OC(C(CC1=CC=C(C=C1)C)N=C(C1=CC=CC=C1)C1=CC=CC=C1)=O